BrC1=CC2=C(C=C1)C=1N=C(N=C(C1O2)C2=CC=CC=C2)C2=CC=CC=C2 7-bromo-2,4-diphenylbenzofuro[3,2-d]pyrimidine